(R)-2-(3-chloro-5-fluorophenoxy)-8,8-difluoro-5-trifluoromethylbicyclo[4.2.0]octa-1,3,5-triene-7-ol ClC=1C=C(OC2=C3C([C@@H](C3=C(C=C2)C(F)(F)F)O)(F)F)C=C(C1)F